FC=1C=CC(=NC1)[N+]#[C-] 5-FLUORO-2-ISOCYANOPYRIDINE